FC=1C=C(C=CC1)S(=O)(=O)N1CCSCC1 4-(3-fluorophenylsulfonyl)thiomorpholine